CC1OC(CC(C1)C1=CC=C(C=C1)C1(CCC(CC1)N)N)C 1-(4-(2,6-dimethyltetrahydro-2H-pyran-4-yl)phenyl)cyclohexane-1,4-diamine